3-(1-(2-bromophenyl)cyclopropyl)-5-(5-(difluoromethyl)-1-methyl-1H-pyrazol-3-yl)-1,2,4-oxadiazole BrC1=C(C=CC=C1)C1(CC1)C1=NOC(=N1)C1=NN(C(=C1)C(F)F)C